(4R,5S,7R,8R,9S,10R)-7-(hydroxymethyl)-4-((pyridin-2-ylmethyl)amino)-9-(4-(3,4,5-trifluorophenyl)-1H-1,2,3-triazol-1-yl)-1,6-dioxaspiro[4.5]decane-8,10-diol OC[C@H]1O[C@@]2([C@@H](CCO2)NCC2=NC=CC=C2)[C@@H]([C@H]([C@H]1O)N1N=NC(=C1)C1=CC(=C(C(=C1)F)F)F)O